NC1=NC(N=N1)(C(=O)[O-])C#N 5-amino-3-cyano-1,2,4-triazolate